C(C)(C)C1=CC=C(C=C1)N1C(C(=NC2=CC=CC=C12)C(=O)O)=O 1-(4-isopropylphenyl)-2-oxo-1,2-dihydroquinoxaline-3-carboxylic acid